ClC=1C=NC(=C(C(=O)NC2CCC(CC2)CN2C(N(C3=C2C=CC=C3)C=3C=CC=C2C=CC=NC32)=O)C1)C 5-chloro-2-methyl-N-((1r,4r)-4-((2-oxo-3-(quinolin-8-yl)-2,3-dihydro-1H-benzo[d]imidazol-1-yl)methyl)cyclohexyl)nicotinamide